ClC=1C=C(C=CC1)CCN1C[C@](CCC1)(O)COC1=CC=C(C=C1)S(=O)(=O)C (S)-1-(3-chlorophenyl-ethyl)-3-((4-(methylsulfonyl)phenoxy)methyl)piperidin-3-ol